tert-butyl 3-[5-[3-(3,5-dimethylphenyl)pyrrolo[2,3-b]pyrazin-5-yl]-2-methoxycarbonyl-phenoxy]azetidine-1-carboxylate CC=1C=C(C=C(C1)C)C1=CN=C2C(=N1)N(C=C2)C=2C=CC(=C(OC1CN(C1)C(=O)OC(C)(C)C)C2)C(=O)OC